(ethyl-(2-hydroxyethyl)amino)-2-nitrobenzoic acid tert-butyl ester C(C)(C)(C)OC(C1=C(C(=CC=C1)N(CCO)CC)[N+](=O)[O-])=O